ClC=1C=C(C=CC1C(=O)N1CCN(CC1)C(CCC#N)=O)NC(=O)C=1N(C(=CN1)C1=C(C(=C(C=C1)OC)F)F)C N-[3-chloro-4-[4-(3-cyanopropanoyl)piperazine-1-carbonyl]phenyl]-5-(2,3-difluoro-4-methoxy-phenyl)-1-methyl-imidazole-2-carboxamide